C(C)C1=C(C=CC2=C1C(=C(O2)C)C(=O)O)C(CC2=CC=CC=C2)N(C)C ethyl-5-(1-(dimethylamino)-2-phenylethyl)-2-methylbenzofuran-3-carboxylic acid